NCCC=1C=C(N)C=C(C1)F 3-(2-aminoethyl)-5-fluoroaniline